(S)-3-amino-2,3-dihydrobenzo[b][1,4]oxazepin-4(5H)-one hydrochloride Cl.N[C@@H]1C(NC2=C(OC1)C=CC=C2)=O